C(=C)C=1C(=CSC1)CC(CC=C)=O 1-(4-vinylthiophen-3-yl)pent-4-en-2-one